S1C=NC2=NC=CN=C21 thiazolo[4,5-b]pyrazine